OCCOCC[N+](CC(=O)[O-])(C)C 2-((2-(2-hydroxyethoxy)ethyl)dimethylammonio)acetate